C1(=CC=CC=C1)C1=C(C2=C([Se]C3=C2C=CC=C3)C=C1)C=1C(=C(C=CC1)C1=NC=CC=C1)C1=NN=NC(=C1C1=CC=CC=C1)C1=CC=CC=C1 (phenyldibenzoselenophenyl)(diphenyltriazinyl)(pyridineyl)benzene